1-[5-tert-butyl-2-p-tolyl-2H-pyrazol-3-yl]-3-[4-(2-methylaminopyrimidin-4-yl-methoxy)naphthalen-1-yl]-urea C(C)(C)(C)C=1C=C(N(N1)C1=CC=C(C=C1)C)NC(=O)NC1=CC=C(C2=CC=CC=C12)OCC1=NC(=NC=C1)NC